(rac)-((1s,3s)-3-Hydroxy-3-methylcyclobutyl)(6-(2-methylbenzyl)-2-azaspiro[3.4]octan-2-yl)methanone OC1(CC(C1)C(=O)N1CC2(C1)C[C@H](CC2)CC2=C(C=CC=C2)C)C |r|